FC=1C(=CN(C1C=1C(=NC=CC1)F)S(=O)(=O)C1=NC=CC(=C1)C)CNC 1-{4-fluoro-5-(2-fluoropyridin-3-yl)-1-[(4-methylpyridin-2-yl)sulfonyl]-1H-pyrrol-3-yl}-N-methyl-methanamine